5-(2-ethoxybenzoyl)-N-isopropylamino-3-(1-(3-pentyl)1,2,3,6-tetrahydropyridin-4-yl)-1H-indole C(C)OC1=C(C(=O)C=2C=C3C(=CN(C3=CC2)NC(C)C)C=2CCN(CC2)C(CC)CC)C=CC=C1